hydroxy-1,5-dimethyl-3-[1-methyl-5-(trifluoromethyl)pyrazol-3-yl]imidazolidin-2-one OC1N(C(N(C1C)C)=O)C1=NN(C(=C1)C(F)(F)F)C